CN1C[C@](CC1)(C)C1=CC=C(N)C=C1 (S)-4-(1,3-dimethylpyrrolidin-3-yl)aniline